C(C([2H])[2H])(=O)N acetamide-2,2-d